6-chloro-8-fluoro-7-(2-fluoro-6-methoxyphenyl)quinolin-4-ol ClC=1C=C2C(=CC=NC2=C(C1C1=C(C=CC=C1OC)F)F)O